6-(tert-Butylsulfonyl)imidazo[1,2-a]pyridine C(C)(C)(C)S(=O)(=O)C=1C=CC=2N(C1)C=CN2